N-(2-hydroxyethoxy)-2-((6-(2-hydroxyethoxy)benzo[d]oxazol-2-yl)amino)-1-methyl-1H-benzo[d]imidazole-5-carboxamide OCCONC(=O)C1=CC2=C(N(C(=N2)NC=2OC3=C(N2)C=CC(=C3)OCCO)C)C=C1